p-hydroxyphenyl-p-phenylenediamine OC1(CC=C(C=C1)N)NC1=CC=CC=C1